4-methyl-1-oxa-7-azaspiro[4.4]nonane-7-carboxylic acid benzyl ester C(C1=CC=CC=C1)OC(=O)N1CC2(C(CCO2)C)CC1